NC1=NN(C=2CN(CCC21)C(=O)N(C)C)C(=O)C2CCNC1=CC=CC=C21 3-amino-N,N-dimethyl-1-(1,2,3,4-tetrahydro-quinoline-4-carbonyl)-4,5-dihydro-1H-pyrazolo[3,4-c]pyridine-6(7H)-carboxamide